COC(=O)C=1[C@@H](C2=C(NC1C)COC2=O)C=2C=NC(=C(C2[C@@H](C)F)F)F (S)-4-(5,6-difluoro-4-((R)-1-fluoroethyl)pyridin-3-yl)-2-methyl-5-oxo-1,4,5,7-tetrahydrofurano[3,4-b]pyridine-3-carboxylic acid methyl ester